ethyl (S)-1-(6-(((benzyloxy)carbonyl)amino)hexan-2-yl)-2-(3-(tert-butoxycarbonyl)benzamido)-4-chloro-1H-imidazo[4,5-c]pyridine-7-carboxylate C(C1=CC=CC=C1)OC(=O)NCCCC[C@H](C)N1C(=NC=2C(=NC=C(C21)C(=O)OCC)Cl)NC(C2=CC(=CC=C2)C(=O)OC(C)(C)C)=O